(2-trifluoromethyl-quinoline-4-yl)methanol FC(C1=NC2=CC=CC=C2C(=C1)CO)(F)F